(4-amino-7-chloroimidazo[1,5-a]quinoxalin-8-yl)((1S,5R)-7-chloro-1,3,4,5-tetrahydro-2H-1,5-methanobenzo[c]azepin-2-yl)methanone NC=1C=2N(C3=CC(=C(C=C3N1)Cl)C(=O)N1[C@@H]3C4=C([C@H](CC1)C3)C=C(C=C4)Cl)C=NC2